COC(=O)C=1C=C2C=C(C=NC2=CC1)C(F)(F)F 3-(trifluoromethyl)quinoline-6-carboxylic acid methyl ester